2-(2-(2-((S)-2-Methylazetidin-1-yl)-6-(trifluoromethyl)pyrimidin-4-yl)octahydrocyclopenta[c]pyrrol-5-yl)acetic acid C[C@@H]1N(CC1)C1=NC(=CC(=N1)N1CC2C(C1)CC(C2)CC(=O)O)C(F)(F)F